2-methyl-6-propoxy-2,3-dihydro-1H-inden-1-one CC1C(C2=CC(=CC=C2C1)OCCC)=O